BrC=1C=C(C(=C(C1)NC(=O)C=1N2C(C(NC3=CC=CC(C1)=C23)=O)CC)NCC)F N-[5-bromo-2-(ethylamino)-3-fluoro-phenyl]-11-ethyl-10-oxo-1,9-diazatricyclo[6.3.1.04,12]dodeca-2,4(12),5,7-tetraene-2-carboxamide